I[SiH2][SiH2][SiH3] iodotrisilane